N-(1-(3-(benzo[d][1,3]dioxol-5-yl)prop-2-yn-1-yl)-6-chloro-3-methyl-2,4-dioxo-1,2,3,4-tetrahydropyrimidin-5-yl)-3-(p-tolyl)propanamide O1COC2=C1C=CC(=C2)C#CCN2C(N(C(C(=C2Cl)NC(CCC2=CC=C(C=C2)C)=O)=O)C)=O